Tert-butyl (2-((2-(4-(4-((3-carbamoyl-6-(piperidin-1-yl)pyrazin-2-yl)amino)phenyl)piperidin-1-yl)-2-oxoethyl)amino)ethyl)carbamate C(N)(=O)C=1C(=NC(=CN1)N1CCCCC1)NC1=CC=C(C=C1)C1CCN(CC1)C(CNCCNC(OC(C)(C)C)=O)=O